FC1(CCN(CCC1)C1=C(C(=O)N)C=C(C=N1)OC(F)(F)F)F 2-(4,4-Difluoroazepan-1-yl)-5-(trifluoromethoxy)nicotinamide